Hexenyl-naphthyl-phosphinic acid C(=CCCCC)P(O)(=O)C1=CC=CC2=CC=CC=C12